4-(2-Aminopropyl)-3-chloroaniline NC(CC1=C(C=C(N)C=C1)Cl)C